C12(CC3CC(CC(C1)C3)C2)NCCCCCCCCC2=C3C(N(C(=NC3=CC=C2)C)N2C(CCCC2=O)=O)=O (5-(8-(((1s,3s)-adamantan-1-yl)amino)octyl)-2-methyl-4-oxoquinazolin-3(4H)-yl)piperidine-2,6-dione